C(C)(C)(C)C=1C=NN2C1N=C(C=C2Cl)C=2C=NC=C(C2)F 3-tert-butyl-7-chloro-5-(5-fluoro-3-pyridinyl)pyrazolo[1,5-a]Pyrimidine